4-(cyclobutylamino)-6-((diphenylmethylene)amino)nicotinonitrile C1(CCC1)NC1=CC(=NC=C1C#N)N=C(C1=CC=CC=C1)C1=CC=CC=C1